9-(2'-bromo-2-(methoxymethoxy)-5-methyl-[1,1'-biphenyl]-3-yl)-9-methyl-9H-fluorene BrC1=C(C=CC=C1)C1=C(C(=CC(=C1)C)C1(C2=CC=CC=C2C=2C=CC=CC12)C)OCOC